C(C)(=O)NC=1OC(=C(C(C1C#N)C1=CC=C(C(=O)O)C=C1)C(C)=O)C 4-(2-Acetamido-5-acetyl-3-cyano-6-methyl-4H-pyran-4-yl)benzoic Acid